(2R,3R,4S,5R)-5-(6-butoxy-2-chloro-9H-purin-9-yl)-4-fluoro-2-(hydroxymethyl)-tetrahydrofuran-3-yl tert-butyl carbonate C(O[C@@H]1[C@H](O[C@H]([C@H]1F)N1C2=NC(=NC(=C2N=C1)OCCCC)Cl)CO)(OC(C)(C)C)=O